benzyl 4,4-difluoro-5-methyl-piperidine-1-carboxylate FC1(CCN(CC1C)C(=O)OCC1=CC=CC=C1)F